(R)-3-((dimethylamino)methyl)-1-(5-(2-hydroxy-4-(trifluoromethyl)phenyl)pyrido-[2,3-d]pyridazin-8-yl)pyrrolidin-3-ol CN(C)C[C@]1(CN(CC1)C=1N=NC(=C2C1N=CC=C2)C2=C(C=C(C=C2)C(F)(F)F)O)O